(S)-(4-(benzylamino)-2-hydroxybicyclo[2.2.2]oct-1-yl)carbamic acid tert-butyl ester hydrochloride Cl.C(C)(C)(C)OC(NC12[C@H](CC(CC1)(CC2)NCC2=CC=CC=C2)O)=O